methyl-acryloyloxypropyl-triethoxysilane CC(C)O[Si](OCC)(OCC)CCCOC(C=C)=O